BrC=1C=C(C=CC1)[C@@H](C)NC1=NC(=NC2=CC(=C(C=C12)OC)OCCCCCCCCC=O)C (R)-9-((4-((1-(3-Bromophenyl)ethyl)amino)-6-methoxy-2-methylquinazolin-7-yl)oxy)nonanal